N1=C(C=CC=C1)C=1C=NC(=CC1)CNC1=C2N=CN(C2=NC(=N1)C=1C=C(C=CC1)O)C(C)C 3-(6-(([2,3'-bipyridin]-6'-ylmethyl)amino)-9-isopropyl-9H-purin-2-yl)phenol